[NH4+].C(C=C)(=O)[O-] prop-2-enoic acid ammonium salt